N1N=NC=C1CNC1=NN=C(O1)C1CCN(CC1)C(=O)OCC1=CC(=CC(=C1)F)F 3,5-difluorobenzyl 4-(5-(((1H-1,2,3-triazol-5-yl)methyl)amino)-1,3,4-oxadiazol-2-yl)piperidine-1-carboxylate